4-((2-(2,6-dioxopiperidin-3-yl)-1-oxoisoindolin-5-yl)amino)butanoic acid O=C1NC(CCC1N1C(C2=CC=C(C=C2C1)NCCCC(=O)O)=O)=O